NC1CC(CC(C1)N)N 1,3,5-trisaminocyclohexane